diphenylmethyl-norbornene C1(=CC=CC=C1)C(C1=CC=CC=C1)C12C=CC(CC1)C2